(R)-N-(1-(3,5-di(thiophen-3-yl)phenyl)ethyl)-5-(2-(dimethylamino)ethoxy)-2-methylbenzamide S1C=C(C=C1)C=1C=C(C=C(C1)C1=CSC=C1)[C@@H](C)NC(C1=C(C=CC(=C1)OCCN(C)C)C)=O